[2H]C1=C(C(=C(C(=C1[2H])O)Cl)[2H])[2H] 2-chlorophenol-d4